C(C=C)(=O)O.C(C)N(C)C ethyldimethyl-amine acrylate